(S)-(2-bromo-4-chlorophenyl)(phenyl)methanol BrC1=C(C=CC(=C1)Cl)[C@@H](O)C1=CC=CC=C1